Tert-butyl (S)-5-amino-4-(5-(1-aminoisoquinolin-3-yl)-1-oxoisoindolin-2-yl)-5-oxopentanoate NC([C@H](CCC(=O)OC(C)(C)C)N1C(C2=CC=C(C=C2C1)C=1N=C(C2=CC=CC=C2C1)N)=O)=O